F[C@@H]1C[C@@H](N(C1)C(=O)OCC1C2=CC=CC=C2C=2C=CC=CC12)C(NC1=NN2C(C=CC=C2)=C1)=O 9H-Fluoren-9-ylmethyl (2R,4R)-4-fluoro-2-(pyrazolo[1,5-a]pyridin-2-ylcarbamoyl)pyrrolidine-1-carboxylate